1-(2-(dimethylamino)ethyl)-1H-indol-5-amine CN(CCN1C=CC2=CC(=CC=C12)N)C